(S)-4,4-difluoro-7-(methoxymethyl)-2-(1H-pyrazol-4-yl)-4,5,7,8-tetrahydro-3H-1-thia-5a,8-diazabenzo[cd]azulen-9(6H)-one FC1(CN2C=3C(=C(SC3C(N[C@@H](C2)COC)=O)C=2C=NNC2)C1)F